methyl cis-3-(4-iodo-1H-pyrazol-5-yl)-2-((((CIS)-4-phenylcyclohexyl)oxy)methyl)piperidine-1-carboxylate IC=1C=NNC1[C@@H]1[C@@H](N(CCC1)C(=O)OC)CO[C@@H]1CC[C@@H](CC1)C1=CC=CC=C1